N,N-bis(2-hydroxy-phenyl)hydroxylammonium OC1=C(C=CC=C1)[NH+](C1=C(C=CC=C1)O)O